PYRROLIDINE-2-CARBOXYLIC ACID N1C(CCC1)C(=O)O